3-(1-(dimethylglycyl)pyrrolidin-3-yl)-7-methyl-4-(methyl-d3)-3,4-dihydro-5H-pyrazolo[3,4-c]isoquinolin-5-one CN(CC(=O)N1CC(CC1)N1N=CC2=C1N(C(C=1C=C(C=CC21)C)=O)C([2H])([2H])[2H])C